ClC=1C=C(C=CC1)NC(C1=CC=CC=C1)=N N-(3-chlorophenyl)benzamidine